1,2-bis(diphenylphosphoryl)ethane palladium dichloride [Pd](Cl)Cl.C1(=CC=CC=C1)P(=O)(C1=CC=CC=C1)CCP(=O)(C1=CC=CC=C1)C1=CC=CC=C1